1-methyl-N6-(1-methyl-1H-pyrazol-4-yl)-1H-pyrazolo[3,4-d]pyrimidine-3,6-diamine hydrochloride Cl.CN1N=C(C=2C1=NC(=NC2)NC=2C=NN(C2)C)N